ClC1=CC(=NC=N1)N[C@H](C(=O)O)CCN(CCCCC1=NC=2NCCCC2C=C1)C[C@@H](COC)F (S)-2-((6-chloropyrimidin-4-yl)amino)-4-(((S)-2-fluoro-3-methoxypropyl)(4-(5,6,7,8-tetrahydro-1,8-naphthyridin-2-yl)butyl)amino)butanoic acid